CONC(=O)C1CN(C1)C1=CC(=C2C(C(=CN(C2=N1)C=1SC=CN1)C(=O)O)=O)C 7-[3-(methoxycarbamoyl)azetidin-1-yl]-5-methyl-4-oxo-1-(1,3-thiazol-2-yl)-1,4-dihydro-1,8-naphthyridine-3-carboxylic acid